C(C)(=O)NC1=C(C(=O)NC=2SC(=C(N2)C)[N+](=O)[O-])C=CC(=C1)NCCOCCN 2-acetamido-4-((2-(2-aminoethoxy)ethyl)amino)-N-(4-methyl-5-nitrothiazol-2-yl)benzamide